(3S,3aS,6aR)-3-(5-(difluoromethyl)-4-(m-tolyl)-4H-1,2,4-triazol-3-yl)-2-(6-methyl-4-(trifluoromethyl)pyridin-2-yl)hexahydrocyclopenta[c]pyrrol-1(2H)-one FC(C=1N(C(=NN1)[C@@H]1[C@@H]2[C@H](C(N1C1=NC(=CC(=C1)C(F)(F)F)C)=O)CCC2)C=2C=C(C=CC2)C)F